[2H]C(CCCN1C(C2=C(C(=C(C=C2C=C1)C1=NC=C(C=N1)C(F)(F)F)F)F)=O)(C)NC=1C=NN(C(C1C(F)(F)F)=O)COCC[Si](C)(C)C 2-[4-deuterio-4-[[6-oxo-5-(trifluoromethyl)-1-(2-trimethylsilylethoxymethyl)pyridazin-4-yl]amino]pentyl]-7,8-difluoro-6-[5-(trifluoromethyl)pyrimidin-2-yl]isoquinolin-1-one